N1=CC=C(C=C1)C#CC1=NC=CN=C1 2-(pyridin-4-ylethynyl)-pyrazine